dimethyl [2-(4-bromophenyl)-2-oxoethyl]phosphonate BrC1=CC=C(C=C1)C(CP(OC)(OC)=O)=O